3-bromo-6-methoxy-2-(tetrahydropyran-2-yloxymethyl)pyridine BrC=1C(=NC(=CC1)OC)COC1OCCCC1